ClC=1C=C(C=C2C3(C(NC12)=O)CC3)C3=CCCCN3C(=O)OC(C)(C)C tert-butyl 6-(7'-chloro-2'-oxospiro[cyclopropane-1,3'-indolin]-5'-yl)-3,4-dihydropyridine-1(2H)-carboxylate